CC(C)(C)C1=CC(=CC(=C1O)C(C)(C)C)C 2,6-bis(1,1-dimethylethyl)-4-cresol